1,2-dihydroisoxazole O1NCC=C1